[Cl-].C(C1=CC=CC=C1)N1C(=[N+](C=C1)CC1=CC=CC=C1)C 1,3-dibenzyl-2-methylimidazolium chloride